[C@@H]1([C@H](O)[C@@H](O)[C@H](O)[C@H](O1)CO)N β-D-glucosylamine